N-acetoxy-N-{3-[9-ethyl-6-(naphthalene-1-carbonyl)-9H-carbazol-3-yl]-1-methyl-3-acetoxyiminopropyl}-acetamide C(C)(=O)ON(C(C)=O)C(CC(=NOC(C)=O)C=1C=CC=2N(C3=CC=C(C=C3C2C1)C(=O)C1=CC=CC2=CC=CC=C12)CC)C